(5-(7-Bromo-2-chloro-6,8-difluoroquinazolin-4-yl)-3-chloro-5,6,7,8-tetrahydro-4H-pyrazolo[1,5-a][1,4]diazepin-2-yl)(morpholino)methanone BrC1=C(C=C2C(=NC(=NC2=C1F)Cl)N1CC=2N(CCC1)N=C(C2Cl)C(=O)N2CCOCC2)F